C(C)\C(=C(/C(=O)O)\CC)\C(=O)O.C(=C)Cl vinylchloride diethyl-fumarate